4-methyl-N-(4-(4-methylpiperazine-1-carbonyl)-3-(trifluoromethyl)phenyl)benzamide CC1=CC=C(C(=O)NC2=CC(=C(C=C2)C(=O)N2CCN(CC2)C)C(F)(F)F)C=C1